S1C(=CC=C1)CNC=1C=CC=2N(N1)C(=CN2)C2=CC(=C(C(=C2)OC)OC)OC N-(2-thienylmethyl)-3-(3,4,5-trimethoxy-phenyl)imidazo[1,2-b]pyridazin-6-amine